7,9-Difluoro-8-[2-methoxy-5-(trifluoromethyl)-pyridin-3-yl]-1,4,4-trimethyl-5H-[1,2,4]triazolo[4,3-a]quinoxaline FC=1C=C2NC(C=3N(C2=C(C1C=1C(=NC=C(C1)C(F)(F)F)OC)F)C(=NN3)C)(C)C